FC1=C2C(=C(C(=C1F)F)F)S(=O)(=O)OS2(=O)=O 3,4,5,6-tetrafluoro-1,2-benzenedisulfonic anhydride